5-(N-(2-(4-(2-benzylbenzoyl)piperazin-1-yl)phenyl)-N-phenethylsulfamoyl)3-methylbenzofuran C(C1=CC=CC=C1)C1=C(C(=O)N2CCN(CC2)C2=C(C=CC=C2)N(S(=O)(=O)C=2C=CC3=C(C(=CO3)C)C2)CCC2=CC=CC=C2)C=CC=C1